BrC=1OC(=NN1)Br 2,5-dibromo-1,3,4-oxadiazole